FC(C(F)F)(F)C(C(COCC(C(C(C(F)F)(F)F)(F)F)(F)F)(F)F)(F)F 1,1,2,2-Tetrafluoroethyl-2,2,3,3-tetrafluoro-propylether